Isobutyl-methoxymagnesium C(C(C)C)[Mg]OC